FC1=C(C=NN1)C=1N=C(C2=C(N1)C=NC=C2)N2CCC1(CCNC1)CC2 2-(5-fluoro-1H-pyrazol-4-yl)-4-(2,8-diazaspiro[4.5]decan-8-yl)pyrido[3,4-d]pyrimidine